BrC=1C=C(C=CC1)N(C(=O)C12CC(C1)(C2)F)CC21CCC(CC2)(CC1)C1=NOC(=N1)C(=O)N 3-(4-((N-(3-bromophenyl)-3-fluorobicyclo[1.1.1]pentane-1-carboxamido)methyl)bicyclo[2.2.2]octan-1-yl)-1,2,4-oxadiazole-5-carboxamide